6,7-diphenyl-1,10-phenanthroline C1(=CC=CC=C1)C=1C=C2C=CC=NC2=C2N=CC=C(C12)C1=CC=CC=C1